S1C(=CC=C1)C1=NC2=CC=CC=C2N=C1C=1SC=CC1 2,3-di(thiophene-2-yl)quinoxaline